COC(=O)C1=C(C=C2C(=CNC2=C1)CCC(=O)O)C 3-(6-methoxycarbonyl-5-methyl-1H-indol-3-yl)propanoic acid